CN1C(C2(CCNCC2)C2=CC=C(C=C12)C=1C=CC=C(C(=O)N)C1)=C=O 5-(1-methyl-2-carbonyl-spiro[indoline-3,4'-piperidin]-6-yl)benzamide